Tetrahexylammonium nitrate [N+](=O)([O-])[O-].C(CCCCC)[N+](CCCCCC)(CCCCCC)CCCCCC